FC1=C(CC2=NC3=C(N2C[C@H]2OCC2)C=C(C=C3)C(=O)O)C=C(C(=C1)C1=NC(=CC=C1)OCC1=C(C=C(C=C1)C#CC1(COC1)C)F)F (S)-2-(2,5-difluoro-4-(6-((2-fluoro-4-((3-methyloxetan-3-yl)ethynyl)benzyl)oxy)pyridin-2-yl)benzyl)-1-(oxetan-2-ylmethyl)-1H-benzo[d]imidazole-6-carboxylic acid